ClC1=NN2C(C=CC(=C2)OC)=N1 2-chloro-6-methoxy-[1,2,4]triazolo[1,5-a]pyridine